C1(CC1)C1=NC=NC(=C1C=1N=CC2=C(N1)C(=NN2)CC2=CC=C(C=C2)C=2N(C=C(N2)C#N)C)OC 2-[4-[[5-(4-cyclopropyl-6-methoxy-pyrimidin-5-yl)-1H-pyrazolo[4,3-d]pyrimidin-3-yl]methyl]phenyl]-1-methyl-imidazole-4-carbonitrile